C(C)(C)(C)C=1C=C(C=C(C1)C(C)(C)C)C1=CC=C(C=C1)N(C1=CC=2C(C3=CC=CC=C3C2C=C1)(C)C)C1=C(C=CC=C1)C1=CC=CC=C1 N-(3',5'-ditertiarybutyl-biphenyl-4-yl)-N-(biphenyl-2-yl)-9,9-dimethyl-9H-fluoren-2-amine